NC1=C2C(=NC=N1)N(N=C2I)[C@@H](C)C=2C=C1N(C(C2C2=CC(=CC=C2)F)=O)C(=CS1)C (S)-7-(1-(4-amino-3-iodo-1H-pyrazolo[3,4-d]pyrimidin-1-yl)ethyl)-6-(3-fluorophenyl)-3-methyl-5H-thiazolo[3,2-a]pyridin-5-one